C1(=CC=CC=C1)N(C1=CC=C(C=C1)C1=CC=C(C=C1)N(C1=CC(=CC=C1)C)C1=CC=CC=C1)C1=CC(=CC=C1)C N,N'-diphenyl-N,N'-bis(3-methylphenyl)-1,1-biphenyl-4,4'-diamine